tert-butyl (S)-4-hydroxy-4-((4-oxo-1-phenylbutyl)carbamoyl)piperidine-1-carboxylate OC1(CCN(CC1)C(=O)OC(C)(C)C)C(N[C@@H](CCC=O)C1=CC=CC=C1)=O